tert-butyl-2-(6-{5-chloro-2-[(oxacyclohexan-4-yl)amino]pyrimidin-4-yl}-1-oxo-2,3-dihydro-1H-isoindol-2-yl)-N-(2-hydroxyethyl)acetamide C(C)(C)(C)C(C(=O)NCCO)N1C(C2=CC(=CC=C2C1)C1=NC(=NC=C1Cl)NC1CCOCC1)=O